Cl.N1(N=CC=C1)C(=O)N pyrazole-1-carboxamide hydrochloride